(2R)-3-(Allylthio)-2-aminopropanoic acid C(C=C)SC[C@@H](C(=O)O)N